[Cl-].CC(C)(C)C neopentane chloride